O=C1NC(CCC1NC(C1=C(C(=CC=C1)CN1CCCC1)F)=O)=O N-(2,6-dioxopiperidin-3-yl)-2-fluoro-3-pyrrolidin-1-ylmethyl-benzamide